C(C1=CC=CC=C1)N1CCNC2=CC=C(C=C12)C(=O)OC methyl 4-benzyl-1,2,3,4-tetrahydroquinoxaline-6-carboxylate